CCCCN(C1CC(N(C(C1)(C)C)C)(C)C)C2=NC(=NC(=N2)NCCCN(CCN(CCCNC3=NC(=NC(=N3)N(CCCC)C4CC(N(C(C4)(C)C)C)(C)C)N(CCCC)C5CC(N(C(C5)(C)C)C)(C)C)C6=NC(=NC(=N6)N(CCCC)C7CC(N(C(C7)(C)C)C)(C)C)N(CCCC)C8CC(N(C(C8)(C)C)C)(C)C)C9=NC(=NC(=N9)N(CCCC)C1CC(N(C(C1)(C)C)C)(C)C)N(CCCC)C1CC(N(C(C1)(C)C)C)(C)C)N(CCCC)C1CC(N(C(C1)(C)C)C)(C)C 1,5,8,12-Tetrakis[4,6-bis(N-butyl-N-1,2,2,6,6-pentamethyl-4-piperidylamino)-1,3,5-triazin-2-yl]-1,5,8,12-tetraazadodecane